dithiodipropionic acid C(CSSCCC(=O)O)C(=O)O